Tert-butyl (S)-4-(7-chloro-6-fluoro-1-(2-isopropyl-4-(methylthio) pyridin-3-yl)-2-oxo-1,2-dihydropyrido[2,3-d]pyrimidin-4-yl)-3-methylpiperazine-1-carboxylate ClC=1C(=CC2=C(N(C(N=C2N2[C@H](CN(CC2)C(=O)OC(C)(C)C)C)=O)C=2C(=NC=CC2SC)C(C)C)N1)F